ClC1=C(C=CC=C1)C1=C(C=CC(=C1)C(F)(F)F)S(=O)(=O)N1CCC(CC1)(C(=O)N[C@H](C)\C=C/S(=O)(=O)C)OC (R,Z)-1-((2'-chloro-5-(trifluoromethyl)-[1,1'-biphenyl]-2-yl)sulfonyl)-4-methoxy-N-(4-(methylsulfonyl)but-3-en-2-yl)piperidine-4-carboxamide